C1(=CC=CC=C1)[C@@H]1[C@H](C1)NC(=O)[C@@H]1CN(C[C@H]1C(=O)N[C@@H]1[C@H](C1)C1=CC=CC=C1)C(C1=CC=C(C=C1)C(=O)N1C[C@@H](CC1)NC(=O)NCCCCCCCCCCCCC)=O (3S,4S)-N3,N4-bis((1S,2R)-2-phenylcyclopropyl)-1-(4-((R)-3-(3-tridecylureido)pyrrolidine-1-carbonyl)benzoyl)pyrrolidine-3,4-dicarboxamide